4'-ethoxy-3'-methoxy-[1,1'-biphenyl] C(C)OC1=C(C=C(C=C1)C1=CC=CC=C1)OC